N-[(2-thioxo-1,2-dihydropyridin-3-yl)carbonyl]glycine S=C1NC=CC=C1C(=O)NCC(=O)O